FC1=CC=C(C=C1)C#CC1=C(CO)C=CC=C1 2-(4-fluoro-phenylethynyl)benzyl alcohol